3-chloroperfluoropropene ClC(C(=C(F)F)F)(F)F